CS(=O)(=O)C1NCCC2=CC=CC=C12 (methanesulfonyl)-1,2,3,4-tetrahydroisoquinoline